(R)-2-(8-((1-ethylpiperidin-3-yl)amino)imidazo[1,2-d][1,2,4]triazin-5-yl)-5-methylphenol C(C)N1C[C@@H](CCC1)NC=1C=2N(C(=NN1)C1=C(C=C(C=C1)C)O)C=CN2